[Na].[Na].[Na].[Na].N(C(C(=O)O)CC(=O)O)C(C(=O)O)CC(=O)O iminodisuccinic acid tetrasodium